C(C)(C)(C)OC(=O)N1CCC(CC1)(F)C(=O)Cl 4-(chlorocarbonyl)-4-fluoropiperidine-1-carboxylic acid tert-butyl ester